2-(2-tolyl)pyridine C1(=C(C=CC=C1)C1=NC=CC=C1)C